2-((4-chlorobenzyl)thio)-5-methoxybenzo[d]oxazole ClC1=CC=C(CSC=2OC3=C(N2)C=C(C=C3)OC)C=C1